C(C)(C)C=1C=NN2C1N=C(N=C2NC2C[C@H]1CC[C@@H](C2)N1C(=O)[O-])NC1CCOCC1 (1R,3r,5S)-3-((8-isopropyl-2-((tetrahydro-2H-pyran-4-yl)amino)pyrazolo[1,5-a][1,3,5]triazine-4-yl)amino)-8-azabicyclo[3.2.1]octane-8-carboxylate